NCC1=CC=C(C(=O)NC2=CC(=C(C=C2)C)NC2=NC=CC(=N2)C=2C=NC=CC2)C=C1 4-(aminomethyl)-N-(4-methyl-3-((4-(pyridin-3-yl)pyrimidin-2-yl)amino)phenyl)benzamide